NC=1C=C(C=CC1)C1=C(C=C(C=C1)C=1C=NC=CC1)C=CC(=O)N 3-(3'-amino-4-(pyridin-3-yl)biphenyl-2-yl)acrylamide